ClC=1C=C(C=C(C1)Cl)N=C=S 3,5-dichlorophenyl isothiocyanate